ClC=1C=C(C=CC1Cl)NC(=O)N1[C@H]2CC3=C(C=NC(=C3)F)[C@@H]1CC2 (6R,9S)-N-(3,4-dichlorophenyl)-3-fluoro-6,7,8,9-tetrahydro-5H-6,9-epiminocyclohepta[c]-pyridine-10-carboxamide